C1(CC1)C1=CC(=C(C(=C1)C)N1N=C2N=C(NC(C2=C1)=O)C1(CCC1)OC)C 2-(4-cyclopropyl-2,6-dimethylphenyl)-6-(1-methoxycyclobutyl)-2,5-dihydro-4H-pyrazolo[3,4-d]pyrimidin-4-one